O=C1NC(CCC1N1CC2=CC=C(C=C2C1=O)NS(=O)(=O)C1=CC=C(C=C1)C)=O N-(2-(2,6-dioxopiperidin-3-yl)-3-oxoisoindolin-5-yl)-4-methylbenzenesulfonamide